FC(OC=1C=C(C=CC1)S(=O)(=O)C1CC2(CN(C2)C(=O)N2CC3(C2)NC(CC3)=O)C1)(F)F 2-[6-[3-(trifluoromethoxy)phenyl]sulfonyl-2-azaspiro[3.3]heptane-2-carbonyl]2,5-diazaspiro[3.4]octan-6-one